C(C=C)(=O)O.N1=CC=CC=C1 pyridine acrylic acid salt